2-(1-Adamantyl)-N-[2-[(2-methoxy-3-pyridyl)methyl]-1H-benzimidazol-5-yl]acetamide C12(CC3CC(CC(C1)C3)C2)CC(=O)NC2=CC3=C(NC(=N3)CC=3C(=NC=CC3)OC)C=C2